N-(2-((2R,3S)-1,2-dimethylpyrrolidin-3-yl)thieno[2,3-b]pyridin-4-yl)benzo[d]thiazol-5-amine CN1[C@@H]([C@H](CC1)C1=CC=2C(=NC=CC2NC=2C=CC3=C(N=CS3)C2)S1)C